2-(((S)-1-(((S)-1,1-bis(4-chlorophenyl)-1-hydroxypropan-2-yl)amino)-1-oxopropan-2-yl)carbamoyl)-4-methoxypyridin-3-yl acetate C(C)(=O)OC=1C(=NC=CC1OC)C(N[C@H](C(=O)N[C@H](C(O)(C1=CC=C(C=C1)Cl)C1=CC=C(C=C1)Cl)C)C)=O